2,2-diethyl-5-(2-furanylmethylene)-1,3-dioxane-4,6-dione C(C)C1(OC(C(C(O1)=O)=CC=1OC=CC1)=O)CC